1-(1H-Benzo[d]imidazol-6-yl)ethan-1-on N1C=NC2=C1C=C(C=C2)C(C)=O